N1,N3,N5-tris(4-(didodecylamino)butyl)adamantane-1,3,5-tricarboxamide C(CCCCCCCCCCC)N(CCCCNC(=O)C12CC3(CC(CC(C1)C3)(C2)C(=O)NCCCCN(CCCCCCCCCCCC)CCCCCCCCCCCC)C(=O)NCCCCN(CCCCCCCCCCCC)CCCCCCCCCCCC)CCCCCCCCCCCC